FC1=CC=C(C=C1)C(N1C[C@@H](N(C[C@H]1C)C1=C2N=C(N(C2=NC(=N1)NN)C[C@H]1OCCC1)C)C)C1=CC=C(C=C1)F 6-((2S,5R)-4-(bis(4-fluorophenyl)methyl)-2,5-dimethylpiperazin-1-yl)-2-hydrazineyl-8-methyl-9-(((S)-tetrahydrofuran-2-yl)methyl)-9H-purine